[Br-].COC(=O)C1(CC1)[Zn+] (1-(methoxycarbonyl)cyclopropyl)zinc (II) bromide